BrC=1C(=CC=C2C(=CNC12)C1=NC(=NC=C1C(F)(F)F)N[C@H]1CC[C@@H](N(C1)C(=O)OCC1=CC=CC=C1)C)C#N Benzyl (2S,5S)-5-((4-(7-bromo-6-cyano-1H-indol-3-yl)-5-(trifluoromethyl)pyrimidin-2-yl)amino)-2-methylpiperidine-1-carboxylate